2,6-dihydroxy-N-(isoxazol-3-ylmethyl)-N,3'-dimethyl-4-pentyl-[1,1'-biphenyl]-3-carboxamide OC1=C(C(=CC(=C1C(=O)N(C)CC1=NOC=C1)CCCCC)O)C1=CC(=CC=C1)C